4-(2-(tert-butoxycarbonyl)-2-methylhydrazino)-4'-cyclopropyl-6'-methoxy-[2,5'-bipyrimidine]-5-carboxylic acid ethyl ester C(C)OC(=O)C=1C(=NC(=NC1)C=1C(=NC=NC1OC)C1CC1)NN(C)C(=O)OC(C)(C)C